2-(pentafluorophenyl)pyrrole FC1=C(C(=C(C(=C1C=1NC=CC1)F)F)F)F